COC=1C=CC=2C3=C(C=NC2N1)COC(N3C3=CC=C1CCN=CC1=C3)=O 7-(8-methoxy-2-oxo-2H-[1,3]oxazino[5,4-c][1,8]naphthyridin-1(4H)-yl)-3,4-Dihydroisoquinoline